5-fluoro-2-((3-oxo-3H-pyrazolo[4,5,1-ij][1,6]naphthyridin-4(5H)-yl)methyl)benzofuran-7-carboxylic acid FC=1C=C(C2=C(C=C(O2)CN2CC3=CC=CN4C3=C(C2=O)C=N4)C1)C(=O)O